C1(CCCCC1)CCCCCCO 6-cyclohexylhexyl alcohol